C1(=CC=CC=C1)C(C(=C(C)C1=CC(=CC(=C1)OC)OC)C1=CC=CC=C1)=O 1,2-diphenyl-3-(3,5-dimethoxyphenyl)-2-buten-1-one